The molecule is a dihydroxyicosatetraenoic acid (7E,9E,11Z,14Z)-icosatetraenoic acid in which the two hydroxy substituents are located at positions 5S and 6R. It is a conjugate acid of a (5S,6R)-dihydroxy-(7E,9E,11Z,14Z)-icosatetraenoate. CCCCC/C=C\\C/C=C\\C=C\\C=C\\[C@H]([C@H](CCCC(=O)O)O)O